C1(=CC=CC=C1)N1N(CN(C1)C1=CC=C(C=C1)C)C1=CC=CC=C1 1,2-diphenyl-4-(p-tolyl)-1,2,4-triazolidine